benzocycloundecane-7-ene-5-carboxylate C1=CC=CC2=C1CCCCCC=CCC2C(=O)[O-]